C1(=CC=C(C=C1)C#N)C para-toluonitrile